2,3-dimethyl-1,4-divinylbenzene CC1=C(C=CC(=C1C)C=C)C=C